C(C)C(C(=O)NCCC)CC ethyl-N-propylbutyramide